2-iodothiophene IC=1SC=CC1